(R)-1-(1-(2,6-dioxopiperidin-3-yl)-3-methyl-2-oxo-2,3-dihydro-1H-benzo[d]imidazol-4-yl)piperidine-4-carbaldehyde O=C1NC(CC[C@H]1N1C(N(C2=C1C=CC=C2N2CCC(CC2)C=O)C)=O)=O